OC(C#CC1=CC2=C(OC[C@@H](C(N2C)=O)NC(C2=NC=CC(=C2)CC2=NC(=CC=C2)C)=O)C=C1)(C)C (S)-N-(7-(3-Hydroxy-3-methylbut-1-yn-1-yl)-5-methyl-4-oxo-2,3,4,5-tetrahydrobenzo[b][1,4]oxazepin-3-yl)-4-((6-methylpyridin-2-yl)methyl)picolinamid